C(N)([O-])=S.[Cu+2].C(N)([O-])=S copper (II) thiocarbamate